BrC1=CN=C(S1)C1=C(N=C2N(C1=O)C=CC(=C2)OC)C(F)(F)F 3-(5-bromo-1,3-thiazol-2-yl)-8-methoxy-2-(trifluoromethyl)-4H-pyrido[1,2-a]pyrimidin-4-one